FC(C(=O)O)(F)F.FC1(CC(C(C1)OC1=NC(=NC=C1C#N)N[C@H]1[C@@H](CNCC1)F)(C)O)F 4-((4,4-difluoro-2-hydroxy-2-methylcyclopentyl)oxy)-2-(((3r,4r)-3-fluoropiperidin-4-yl)amino)pyrimidine-5-carbonitrile trifluoroacetate